ClC1=C(C=CC=C1Cl)C1=NNC2=NC(=C(N=C21)CO)N2CCN(CC2)C(NC2=CC=CC=C2)=N 4-[3-(2,3-dichlorophenyl)-5-hydroxymethyl-1H-pyrazolo[3,4-b]pyrazin-6-yl]-N-phenylpiperazine-1-carboximidamide